1,2,4-oxadiazol-3-methanamine hydrochloride Cl.O1N=C(N=C1)CN